C(#N)C=1N(C2=CC=CC=C2C1)CCNC1=CC(=NC=N1)C1=CC(=CS1)OCC 5-{6-[2-(2-Cyano-indol-1-yl)-ethylamino]-pyrimidin-4-yl}-3-ethoxy-thiophen